CNC(CN1C(NCC1)=O)=O N-methyl-2-(2-oxoimidazolidin-1-yl)acetamide